C(C)OCC1(CCC(CC1)C1=NNC=C1CN(C1CNC1)C)COCC N-((3-(4,4-bis(ethoxymethyl)cyclohexyl)-1H-pyrazol-4-yl)methyl)-N-methylazetidin-3-amine